5-((1S,5R)-1-(5-(3-fluoro-1-methylazetidin-3-yl)-1,3,4-oxadiazol-2-yl)-5-(trifluoromethyl)-3-azabicyclo[3.1.0]hexane-3-yl)quinoline-8-carbonitrile FC1(CN(C1)C)C1=NN=C(O1)[C@@]12CN(C[C@]2(C1)C(F)(F)F)C1=C2C=CC=NC2=C(C=C1)C#N